1-decyl-3-methylimidazole bromine salt [Br].C(CCCCCCCCC)N1CN(C=C1)C